ClC1=NC(=CC=2C1=NC=CN2)Cl 5,7-dichloropyrido[3,4-b]pyrazine